N(=[N+]=[N-])CC(=O)NCCCN=[N+]=[N-] 2-azido-N-(3-azidopropyl)acetamide